3-chloro-N-((2,4-dichloro-6-(ethylcarbamoyl)phenyl)carbamoyl)-5-(trifluoromethyl)picolinamide ClC=1C(=NC=C(C1)C(F)(F)F)C(=O)NC(NC1=C(C=C(C=C1C(NCC)=O)Cl)Cl)=O